O=C1C=CC(=NN1CC=1C=[N+](C=CC1)[O-])C=1C=NC(=NC1)OCC(F)(F)F 3-((6-oxo-3-(2-(2,2,2-trifluoroethoxy)pyrimidin-5-yl)pyridazin-1(6H)-yl)methyl)pyridine 1-oxide